2-(2-(4-(Benzyloxy)phenoxy)ethoxy)-N-methylethylamine C(C1=CC=CC=C1)OC1=CC=C(OCCOCCNC)C=C1